3α,12α-dihydroxy-5β-cholestane O[C@H]1C[C@H]2CC[C@H]3[C@@H]4CC[C@H]([C@@H](CCCC(C)C)C)[C@]4([C@H](C[C@@H]3[C@]2(CC1)C)O)C